CC1=CNC2=NC=C(C=C21)C=2C=C1CCN(CC1=C(C2)[C@H]2NCCC2)C(=O)C2=CC(=NC=C2)C (S)-(6-(3-methyl-1H-pyrrolo[2,3-B]pyridin-5-yl)-8-(pyrrolidin-2-yl)-3,4-dihydro-isoquinolin-2(1H)-yl)(2-methylpyridin-4-yl)methanone